NCCOCCOCC(C)(C)NS(=O)(=O)C1=CC=C(C=C1)O N-[1-[2-(2-aminoethoxy)ethoxy]-2-methylpropan-2-yl]-4-hydroxybenzene-1-sulfonamide